C(C)OP(OCC)[O-].[Li+].FC=1C=C(C=C2C(=C(C=NC12)C(C)(C)O)C)B1OC(C(O1)(C)C)(C)C 2-(8-fluoro-4-methyl-6-(4,4,5,5-tetramethyl-1,3,2-dioxaborolan-2-yl)quinolin-3-yl)propan-2-ol lithium diethyl-(phosphite)